C1(CC1)C1=CC(=NN1)NC1=NC(=NC2=CC=CC=C12)NC1=CC=C(C(=O)O)C=C1 4-((4-((5-cyclopropyl-1H-pyrazol-3-yl)amino)quinazolin-2-yl)amino)benzoic acid